C1=CC=CC=2C3=CC=CC=C3C(C12)COC(=O)N[C@@H](CCC(=O)O)C(=O)O 9-fluorenylmethoxycarbonyl-L-glutamic acid